(3S)-N-[3-(5-chloro-1,3-benzoxazol-2-yl)-3-azaspiro[5.5]undecan-9-yl]-1,1-dioxo-thiolane-3-carboxamide ClC=1C=CC2=C(N=C(O2)N2CCC3(CC2)CCC(CC3)NC(=O)[C@H]3CS(CC3)(=O)=O)C1